4-(R)-hydroxy-L-proline O[C@@H]1C[C@H](NC1)C(=O)O